[Si](C)(C)(C(C)(C)C)OCC1=CC=CC(=N1)N 6-(((tert-butyldimethylsilyl)oxy)methyl)pyridin-2-amine